C(C)(C)(C)OC(=O)N1C2CN(CC1C2)C2=NN(C1=C2C=NC(=C1)NC(C)=O)C1=NC(=CC=C1)C(C)(F)F 3-(6-acetamido-1-(6-(1,1-difluoroethyl)pyridin-2-yl)-1H-pyrazolo[4,3-c]pyridin-3-yl)-3,6-diazabicyclo[3.1.1]heptane-6-carboxylic acid tert-butyl ester